FC1=CC=C(C=C1)[C@H]1[C@@H](C1)NCCC[C@@H](C(=O)N1CC(N(CC1)C)=O)NC(C1=CC=C(C=C1)N1N=CC=C1)=O N-((S)-5-((1R,2S)-2-(4-fluorophenyl)cyclopropylamino)-1-(4-methyl-3-oxopiperazin-1-yl)-1-oxopentan-2-yl)-4-(1H-pyrazol-1-yl)benzamide